Cl.ClC1=CC=C2C=C(C=NC2=N1)N[C@@H]1CNCC1 (S)-7-chloro-N-(pyrrolidin-3-yl)-1,8-naphthyridin-3-amine hydrochloride